ONC(CCCCCCNC(=O)N1CC2=C(N(C=3C=CC=CC23)C2=NC=CC=N2)CC1)=O N-(7-(hydroxyamino)-7-oxoheptyl)-5-(pyrimidin-2-yl)-1,3,4,5-tetrahydro-2H-pyrido[4,3-b]indole-2-carboxamide